C(C)S(=O)(=O)C(C=1SC(=CC1)C)C1=CC=CC=C1 2-((ethylsulfonyl)(phenyl)methyl)-5-methylthiophene